ethyl (R)-1-(3,4-dichlorobenzoyl)-5-hydroxy-2-methyl-1,2,3,6-tetrahydropyridine-4-carboxylate ClC=1C=C(C(=O)N2[C@@H](CC(=C(C2)O)C(=O)OCC)C)C=CC1Cl